C(=O)(OC(C)(C)C)N[C@H](CC1=CC=C(C=C1)I)C(=O)O Boc-4-iodo-D-phenylalanine